(S)-(1-(4-(1-(3,4,5-trimethoxyphenyl)-1H-imidazol-4-ylamino)quinolin-2-yl)pyrrolidin-2-yl)methanol COC=1C=C(C=C(C1OC)OC)N1C=NC(=C1)NC1=CC(=NC2=CC=CC=C12)N1[C@@H](CCC1)CO